(S)-8-chloro-6-(((1-methyl-1H-benzo[d]imidazol-7-yl)(1-(1-(trifluoromethyl)cyclopropyl)-1H-1,2,3-triazol-4-yl)methyl)amino)-4-(neopentylamino)quinoline-3-carbonitrile ClC=1C=C(C=C2C(=C(C=NC12)C#N)NCC(C)(C)C)N[C@H](C=1N=NN(C1)C1(CC1)C(F)(F)F)C1=CC=CC2=C1N(C=N2)C